(R)-5-(Imidazo[1,2-a]pyrimidin-6-yl)-4-methoxy-N-(1-phenylethyl)pyrrolo[2,1-f][1,2,4]triazin-2-amine N=1C=CN2C1N=CC(=C2)C=2C=CN1N=C(N=C(C12)OC)N[C@H](C)C1=CC=CC=C1